1,3-bis(p-hydroxyphenyl)-2-propen-1-one OC1=CC=C(C=C1)C(C=CC1=CC=C(C=C1)O)=O